[(3S,5aR,8aS)-decahydro-cyclopenta[b][1,4]diazepin-3-yl]methanethiol N1[C@@H]2[C@H](NCC(C1)CS)CCC2